7-(4-cyclopropyl-6-methoxypyrimidin-5-yl)-4,4-dimethyl-1-(4-(1-methyl-4-(trifluoromethyl)-1H-imidazol-2-yl)benzyl)-1,4-dihydro-2H-pyrimido[4,5-d][1,3]oxazin-2-one C1(CC1)C1=NC=NC(=C1C=1N=CC2=C(N(C(OC2(C)C)=O)CC2=CC=C(C=C2)C=2N(C=C(N2)C(F)(F)F)C)N1)OC